C(C)(=O)NC1=CC=C(C=C1)C#CCN1C(N(C(C(=C1Cl)NC(CCC1=CC=C(C=C1)C)=O)=O)C)=O N-(1-(3-(4-acetamidophenyl)prop-2-yn-1-yl)-6-chloro-3-methyl-2,4-dioxo-1,2,3,4-tetrahydropyrimidin-5-yl)-3-(p-tolyl)propanamide